4-(5-bromo-2,2-dimethyl-2H-chromen-8-yl)thiazol-2-amine BrC1=C2C=CC(OC2=C(C=C1)C=1N=C(SC1)N)(C)C